COC=1C=C2C=CC(=CC2=CC1)[C@@H](C(=O)[O-])C.COC=1C=C2C=CC(=CC2=CC1)[C@@H](C(=O)O[N+]1=C(C=C(C(=C1)COC([C@@H](C)C1=CC2=CC=C(C=C2C=C1)OC)=O)COC([C@@H](C)C1=CC2=CC=C(C=C2C=C1)OC)=O)C)C ((S)-2-(6-methoxynaphthalen-2-yl)propionyloxy)-4,5-bis(((S)-2-(6-methoxynaphthalen-2-yl)-propionyloxy)-methyl)-2-methylpyridinium (S)-2-(6-methoxynaphthalen-2-yl)-propanoic acid salt